[N-](S(=O)(=O)C(F)(F)F)S(=O)(=O)C(F)(F)F.C(C)N1CN(C=C1)C (1-ethyl-3-methylimidazole)-Bis(trifluoromethanesulfonyl)imide salt